C(C)(=O)N1CCN(CC1)CCN1C(=NC2=C3CC[C@@H](NC3=CC=C21)C)CC2=CC=CC=C2 (7S)-3-[2-(4-Acetylpiperazin-1-yl)ethyl]-2-benzyl-7-methyl-3H,6H,7H,8H,9H-imidazo[4,5-f]chinolin